Methyl 2-[[4-[6-[(5-bromothiazol-2-yl)methoxy]-2-pyridyl]-2-fluoro-5-methylphenyl]methyl]-3-[[(2S)-oxetan-2-yl]methyl]benzimidazole-5-carboxylate BrC1=CN=C(S1)COC1=CC=CC(=N1)C1=CC(=C(C=C1C)CC=1N(C2=C(N1)C=CC(=C2)C(=O)OC)C[C@H]2OCC2)F